methoxyadrenaline hydrochloride Cl.COCNCC(O)C1=CC(O)=C(O)C=C1